Ammonium orthophosphat P(=O)([O-])([O-])[O-].[NH4+].[NH4+].[NH4+]